NC1=C2N=C(N(C2=NC(=N1)OCC)CC1=CC=C(C=C1)CN1CCNCC1)O 6-amino-2-ethoxy-9-(4-(piperazin-1-ylmethyl)benzyl)-9H-purin-8-ol